C1(=CC=C(C=C1)C(=O)C1CCNCC1)C1=CC=CC=C1 [1,1'-biphenyl]-4-yl-(piperidin-4-yl)methanone